BrC1=NC=C(C=C1)OCC1=C(C=CC=C1C(F)(F)F)C 2-bromo-5-{[2-methyl-6-(trifluoromethyl)phenyl]methoxy}pyridine